acetoacetic acid sodium salt [Na+].C(CC(=O)C)(=O)[O-]